N-(4-((6,7-dimethoxyquinazolin-4-yl)oxy)-2-methoxyphenyl)-2-(4-isopropyl-1H-1,2,3-triazol-1-yl)acetamide Bis(2-ethylhexyl)-1,4-cyclohexandicarboxylat C(C)C(COC(=O)C1CCC(CC1)C(=O)OCC(CCCC)CC)CCCC.COC=1C=C2C(=NC=NC2=CC1OC)OC1=CC(=C(C=C1)NC(CN1N=NC(=C1)C(C)C)=O)OC